C(C)C=1C=C(C=CC1)C1CC(C1)N(C(=O)C1CC2(C1)NC(OC2)=O)C (2s,4S)-N-((1s,3S)-3-(3-Ethylphenyl)cyclobutyl)-N-methyl-6-oxo-7-oxa-5-azaspiro[3.4]octane-2-carboxamide